(2R,3S,4R,5R)-5-(3-benzoyl-2,4-dioxo-3,4-dihydropyrimidin-1(2H)-yl)-4-(cyanomethyl)-2-((E)-2-(dimethoxyphosphoryl)vinyl)tetrahydrofuran-3-yl(2-cyanoethyl)diisopropylphosphite C(C1=CC=CC=C1)(=O)N1C(N(C=CC1=O)[C@H]1[C@@H]([C@@H]([C@H](O1)\C=C\P(=O)(OC)OC)OP([O-])([O-])(C(C)(C)CCC#N)C(C)C)CC#N)=O